5-(4-((3,3-difluoroazetidin-1-yl)sulfonyl)-2-methylphenyl)-4-methyl-1H-indazol-3-amine FC1(CN(C1)S(=O)(=O)C1=CC(=C(C=C1)C=1C(=C2C(=NNC2=CC1)N)C)C)F